C(C=C)(=O)N1C[C@@H](N(CC1)C1=NC(=NC=2C[C@H](CCC12)C1=CC(=CC2=CC=CC=C12)O)OC[C@H]1N(C(OC1)=O)C)C (R)-4-((((S)-4-((S)-4-acryloyl-2-methylpiperazin-1-yl)-7-(3-hydroxynaphthalen-1-yl)-5,6,7,8-tetrahydroquinazolin-2-yl)oxy)methyl)-3-methyloxazolidin-2-one